NC1=CC=CC(=N1)N1C[C@@H](CCC1)O (R)-1-(6-Aminopyridin-2-yl)piperidin-3-ol